4-bromo-4',4''-dimethoxytriphenylamine COC1=CC=C(C=C1)N(C2=CC=C(C=C2)OC)C3=CC=C(C=C3)Br